7-bromo-3-methyl-9-pentyl-6-(phenylsulfonyl)-6,9-dihydro-5H-pyrrolo[3,2-d][1,2,4]Triazolo[4,3-a]Pyrimidin-5-one BrC1=CC=2N(C=3N(C(C2N1S(=O)(=O)C1=CC=CC=C1)=O)C(=NN3)C)CCCCC